C(C)(C)(C)OC(N[C@@H]1CN(CCC1)CC1=CC=C(C=C1)Cl)=O (S)-(1-(4-chlorobenzyl)piperidin-3-yl)carbamic acid tert-butyl ester